Br.Br.ClC=1C=C(C=C2CC[C@@H](CC12)N[C@H](C(=O)NC=1N=CN(C1)C(CNCC(C)(C)C)(C)C)CCC)F (S)-2-(((S)-8-chloro-6-fluoro-1,2,3,4-tetrahydronaphthalen-2-yl)amino)-N-(1-(2-methyl-1-(neopentylamino)propan-2-yl)-1H-imidazol-4-yl)pentanamide dihydrobromide salt